2-ethoxy-8-{4-(trifluoromethyl)phenoxy}-7,8-dihydro-6H-spiro[quinoline-5,2'-[1,3]dioxolane] C(C)OC1=NC=2C(CCC3(OCCO3)C2C=C1)OC1=CC=C(C=C1)C(F)(F)F